FC(C(C(C)C)O[Si](CC)(CC)CC)(F)C=1C(=C(C=CC1)[C@@H](C)N)F (1R)-1-(3-{1,1-difluoro-3-methyl-2-[(triethylsilyl)oxy]butyl}-2-fluorophenyl)ethan-1-amine